7-chloro-4-[3-(5-fluoro-2-pyridinyl)-1-methyl-pyrazol-4-yl]Quinoline ClC1=CC=C2C(=CC=NC2=C1)C=1C(=NN(C1)C)C1=NC=C(C=C1)F